(E)-3-(3,4-dihydroxyphenyl)-1-(2-hydroxy-4-(3-(piperidin-1-yl)propoxy)phenyl)prop-2-en-1-one OC=1C=C(C=CC1O)/C=C/C(=O)C1=C(C=C(C=C1)OCCCN1CCCCC1)O